OCC(C)(C)C1=CC(=C(N1)C1=NC=CC=C1OC(F)(F)F)C(=O)O 5-(1-hydroxy-2-methylpropan-2-yl)-2-(3-(trifluoromethoxy)pyridin-2-yl)-1H-pyrrole-3-carboxylic acid